1-Pyrrolidin-1-yl-2-[6-[3-(trifluoromethyl)phenyl]pyrazolo[4,3-b]pyridin-1-yl]ethanone N1(CCCC1)C(CN1N=CC2=NC=C(C=C21)C2=CC(=CC=C2)C(F)(F)F)=O